uranium(VI) oxalate C(C(=O)[O-])(=O)[O-].[U+6].C(C(=O)[O-])(=O)[O-].C(C(=O)[O-])(=O)[O-]